N-(4-(bicyclo[3.1.1]heptan-3-yloxy)-3-fluoro-5-methylphenyl)-5-(2-fluoroethyl)-2-(pyrrolidin-1-yl)oxazole-4-carboxamide C12CC(CC(C1)C2)OC2=C(C=C(C=C2C)NC(=O)C=2N=C(OC2CCF)N2CCCC2)F